4,4'-diiododiphenylmethane C1=CC(=CC=C1CC2=CC=C(C=C2)I)I